ClC=1C=C(C=C(C1)NS(=O)(=O)C)NC(=O)C=1C=NN(C1)C1=NC=C(C=C1OCC1=CC(=CC(=C1)F)F)COC N-(3-chloro-5-methanesulfonamidophenyl)-1-{3-[(3,5-difluorophenyl)methoxy]-5-(methoxymethyl)pyridin-2-yl}pyrazole-4-carboxamide